C(#N)C1=CC=2N(N=C1)C(=CC2)C2=CC(=C(C=N2)C2=NN=C(S2)C2CCC(CC2)NC(=O)C2CC2)NC(C)C N-((1r,4r)-4-(5-(6-(3-cyanopyrrolo[1,2-b]pyridazin-7-yl)-4-(isopropylamino)pyridin-3-yl)-1,3,4-thiadiazol-2-yl)cyclohexyl)cyclopropanecarboxamide